N1CC(CCC1)C(=O)OCCCCCCCCCC n-decyl 3-piperidinecarboxylate